N-((1r,4r)-4-methoxycyclohexyl)-6-(2-(trifluoromethyl)-1H-imidazol-1-yl)picolinamide COC1CCC(CC1)NC(C1=NC(=CC=C1)N1C(=NC=C1)C(F)(F)F)=O